4-Piperidone-Ethyleneketal C1COC2(CCNCC2)O1